5-(thiophen-2-yl)-1,2-oxazole-3-carboxylic acid S1C(=CC=C1)C1=CC(=NO1)C(=O)O